Methyl (s)-2-methyl-2-(2-((2-methyl-3-((5-(methylthio)pyrimidin-2-yl)amino)propyl) amino)benzo[d]thiazole-6-carboxamido)propanoate CC(C(=O)OC)(C)NC(=O)C1=CC2=C(N=C(S2)NC[C@H](CNC2=NC=C(C=N2)SC)C)C=C1